N,N-dimethyl-3-(2-methyltetrazol-5-yl)-4-(3-phenylanilino)benzenesulfonamide CN(S(=O)(=O)C1=CC(=C(C=C1)NC1=CC(=CC=C1)C1=CC=CC=C1)C=1N=NN(N1)C)C